COC(=O)C1(CN(C2=CC=CC=C12)C1=NC(=NC=C1Cl)NC1=C(C=C2CCN(CC2=C1)C)OC)C 1-(5-chloro-2-((6-methoxy-2-methyl-1,2,3,4-tetrahydroisoquinolin-7-yl)amino)pyrimidin-4-yl)-3-methylindoline-3-carboxylic acid methyl ester